cyclopropyl-7-vinyl-pyrrolo[3,2-c]pyridine C1(CC1)C1=CC=2C=NC=C(C2N1)C=C